C(C)C=1N=C2N(C=C(C=C2)C=2C=NC(=NC2)CC(=O)N2CC(C2)NC)C1N(C=1SC(=C(N1)C1=CC=C(C=C1)F)C#N)C 2-((2-ethyl-6-(2-(2-(3-(methylamino)azetidin-1-yl)-2-oxoethyl)pyrimidin-5-yl)imidazo[1,2-a]pyridin-3-yl)(methyl)amino)-4-(4-fluorophenyl)thiazole-5-carbonitrile